(S)-N'-((1,2,3,5,6,7-hexahydrodicyclopenta[b,e]pyridin-8-yl)carbamoyl)-3-(2-hydroxypropan-2-yl)benzenesulfonimidamide C1CCC2=NC3=C(C(=C21)NC(=O)N=[S@@](=O)(N)C2=CC(=CC=C2)C(C)(C)O)CCC3